FC1=C(C=CC(=C1)N1N=C(N=C1)C1=CC=C(C=C1)C(F)(F)F)NC(=O)\N=C\1/SCC(N1C1=C(C=CC(=C1)C)OCCC(F)(F)F)=O (Z)-1-(2-fluoro-4-(3-(4-(trifluoromethyl)phenyl)-1H-1,2,4-triazol-1-yl)phenyl)-3-(3-(5-methyl-2-(3,3,3-trifluoropropoxy)phenyl)-4-oxothiazolidin-2-ylidene)urea